C(=O)C=1C(=NC=CN1)CS(=O)(=O)NC (3-formylpyrazin-2-yl)-N-methylmethanesulfonamide